2-({(1R)-1-[4-(1-ethyl-1H-pyrazol-5-yl)phenyl]-2-hydroxyethyl}carbamoyl)-4-hydroxypyrrolidine-1-carboxylic acid tert-butyl ester C(C)(C)(C)OC(=O)N1C(CC(C1)O)C(N[C@@H](CO)C1=CC=C(C=C1)C1=CC=NN1CC)=O